COC=1C2=C(N=C(N1)C=O)CNC2 4-methoxy-6,7-dihydro-5H-pyrrolo[3,4-d]pyrimidine-2-carbaldehyde